4-amino-N-(benzo[d]thiazol-2-ylmethyl)-1-methyl-N-(2-oxopyrrolidin-1-yl)-1H-pyrazolo[4,3-c]quinoline-8-carboxamide NC1=NC=2C=CC(=CC2C2=C1C=NN2C)C(=O)N(N2C(CCC2)=O)CC=2SC1=C(N2)C=CC=C1